(R)-di-tert-butyl 3-(3-ethoxy-3-oxopropanoyl)-6-methyl-6,7-dihydro-1H-pyrazolo[4,3-c]pyridine-1,5(4H)-dicarboxylate C(C)OC(CC(=O)C1=NN(C2=C1CN([C@@H](C2)C)C(=O)OC(C)(C)C)C(=O)OC(C)(C)C)=O